C(C)(C)(C)OC(N[C@H](C(=O)NCC1=C(C=CC=C1)F)C)=O (S)-(1-((2-fluorobenzyl)amino)-1-oxopropan-2-yl)carbamic acid tert-butyl ester